ClN1CN=C(N=C1)C1=CC=CC=C1 3-chloro-6-phenyl-1,3,5-triazine